C(CC)C(CC1=C(O)C=CC(=C1)C(C)(C)C1=CC=C(C=C1)O)(CCl)Cl 2-propyl-3,2-dichloropropylbisphenol A